octaferuloyl-CoA C(\C=C\C1=CC(OC)=C(O)C=C1)(=O)[C@]1([C@]([C@]([C@@](O1)(N1C(=NC=2C(N(C(\C=C\C3=CC(OC)=C(O)C=C3)=O)C(\C=C\C3=CC(OC)=C(O)C=C3)=O)=NC(=NC12)C(\C=C\C1=CC(OC)=C(O)C=C1)=O)C(\C=C\C1=CC(OC)=C(O)C=C1)=O)C(\C=C\C1=CC(OC)=C(O)C=C1)=O)(O)C(\C=C\C1=CC(OC)=C(O)C=C1)=O)(OP(=O)(O)O)C(\C=C\C1=CC(OC)=C(O)C=C1)=O)COP(=O)(O)OP(=O)(O)OCC(C)(C)[C@@H](O)C(=O)NCCC(=O)NCCS